NC=1C=C2C(=CC=NC2=CN1)OC[C@@H](C)NC(=O)C1=CN=C2N1N=C(C=C2N(C(OC(C)(C)C)=O)C)Cl tert-butyl N-(3-{[(2R)-1-[(6-amino-1,7-naphthyridin-4-yl)oxy]propan-2-yl]carbamoyl}-6-chloroimidazo[1,2-b]pyridazin-8-yl)-N-methylcarbamate